(Sa)-6-(4-chloro-1-(4-(3,3-difluoropyrrolidin-1-yl)benzyl)-1H-indazole-7-carboxamido)spiro[3.3]heptane ClC1=C2C=NN(C2=C(C=C1)C(=O)NC1CC2(CCC2)C1)CC1=CC=C(C=C1)N1CC(CC1)(F)F